OC1([C@@H](O)[C@H](O)[C@@H](O)[C@@H](O1)CO)O α-L-gluconic acid